COC(=O)C1C2CCC(C12)CC(=O)OCC 2-(2-Ethoxy-2-oxoethyl)bicyclo[3.1.0]hexane-6-carboxylic acid methyl ester